C(CC)OC(C(=C)C)=O.C(C(C)C)OC(C(=C)C)=O.C(C(C)C)OC(C(=C)C)=O methacrylic acid isobutyl ester isobutyl-methacrylate propyl-methacrylate